R-CARVONE CC1=CC[C@H](CC1=O)C(=C)C